6-chloro-N-(5-propylthiazol-2-yl)-1H-indole-3-sulfonamide ClC1=CC=C2C(=CNC2=C1)S(=O)(=O)NC=1SC(=CN1)CCC